4',6'-di(9H-carbazol-9-yl)-5'-(10-phenyl-1H-phenoxazin-4-yl)-[1,1':3',1''-terphenyl]-2'-carbonitrile C1=CC=CC=2C3=CC=CC=C3N(C12)C1=C(C(=C(C(=C1C1=CCCC=2N(C3=CC=CC=C3OC12)C1=CC=CC=C1)N1C2=CC=CC=C2C=2C=CC=CC12)C1=CC=CC=C1)C#N)C1=CC=CC=C1